C1(CCCCC1)NCC1=NC(=CC=C1)CNC1CCCCC1 2,6-Bis(cyclohexylaminomethyl)pyridine